N1=NC=NC2=C1C=NC=N2 pyrimido[4,5-e]-1,2,4-triazine